C(C)(=O)NC1=CC=CC=2N(C(NC21)=O)C2CCC(CC2)C(=O)NC2=CC=C1C=CNC1=C2 4-(4-acetamido-2-oxo-2,3-dihydro-1H-1,3-benzodiazol-1-yl)-N-(1H-indol-6-yl)cyclohexane-1-carboxamide